1-[4-(cyanomethyl)-1-[(4-pyrrolidin-1-ylphenyl)methyl]-4-piperidyl]-3-(cyclopropanecarbonylamino)pyrazole-4-carboxamide C(#N)CC1(CCN(CC1)CC1=CC=C(C=C1)N1CCCC1)N1N=C(C(=C1)C(=O)N)NC(=O)C1CC1